C1(=CC=CC2=CC=CC=C12)C(=O)N1CCC(CC1)N1CC(C1)(N1N=CC(=C1)C=1C2=C(N=CN1)NC=C2)CC#N {1-[1-(1-naphthoyl)piperidin-4-yl]-3-[4-(7H-pyrrolo[2,3-d]pyrimidin-4-yl)-1H-pyrazol-1-yl]azetidin-3-yl}acetonitrile